C(=C)C1=C(C=CC=C1)C(=O)OOOC(C1=C(C=CC=C1)C=C)=O (2-Ethenylbenzoyl)oxy 2-ethenylbenzenecarboperoxoate